5-(2-hydroxyethyl)-2-nitro-6,7-dihydropyrazolo[1,5-a]pyrazin-4(5H)-one OCCN1C(C=2N(CC1)N=C(C2)[N+](=O)[O-])=O